C(#N)C=1C(=CC(=NC1)NC(=O)N1C2CC(C3=CC(=C(N=C13)C=O)CN1C(CN(CC1)C)=O)(C2)F)NC2COCC2 N-(5-cyano-4-((tetrahydrofuran-3-yl)amino)pyridin-2-yl)-4-fluoro-7-formyl-6-((4-methyl-2-oxopiperazin-1-yl)methyl)-3,4-dihydro-2,4-methylene-1,8-naphthyridine-1(2H)-carboxamide